(6-Oxo-5-phenyl-1,6-dihydropyrimidin-2-yl)pyrrolidine-1-carbonitrile O=C1C(=CN=C(N1)C1N(CCC1)C#N)C1=CC=CC=C1